1-pentyl-2-butylpyrrolium methanesulfonate CS(=O)(=O)[O-].C(CCCC)[NH+]1C(=CC=C1)CCCC